FC1=C(C=CC(=C1)F)C1=C(C=2C=CC(=CC2CC1)C(=O)O)C1=CC=C(C=C1)N1CCN(CC1)C(C)C 6-(2,4-Difluorophenyl)-5-(4-(4-isopropylpiperazin-1-yl)phenyl)-7,8-dihydronaphthalene-2-carboxylic acid